normal propyl sulfate S(=O)(=O)(OCCC)[O-]